S(=O)(=O)(O)O.CN1C=NC(=C1)S(=O)(=O)N(C=O)[C@@H]1N2C(N([C@H](CC1)C2)[Na])=O (2S,5R)-2-(N-((1-methyl-1H-imidazol-4-yl)sulfonyl)formamidyl)-7-oxo-1,6-diazabicyclo[3.2.1]oct-6-yl-sodium sulfate